FC=1C=C(C=C(C1)[N+](=O)[O-])C#C[Si](C)(C)C ((3-fluoro-5-nitrophenyl)ethynyl)trimethylsilane